3-(1-ethoxyvinyl)-2-nitrothiophene C(C)OC(=C)C1=C(SC=C1)[N+](=O)[O-]